N=CC(=O)O iminoacetic acid